[Ca+2].C(C)OP([O-])(=O)CC1=CC(=C(C(=C1)C(C)(C)C)O)C(C)(C)C.C(C)(C)(C)C=1C=C(CP(OCC)([O-])=O)C=C(C1O)C(C)(C)C 3,5-Di-tert-butyl-4-hydroxybenzylphosphonic acid monoethyl ester, calcium salt